O1C(COCC1)COC1=CC(=C(C(=N1)CCC1=CC=C(OCCNC(OC(C)(C)C)=O)C=C1)CC)O tert-butyl (2-(4-(2-(6-((1,4-dioxan-2-yl)methoxy)-3-ethyl-4-hydroxypyridin-2-yl)ethyl) phenoxy)ethyl)carbamate